NC=1C2=C(N=CN1)N=C(C=C2C2=CC(=CC=C2)Br)C=2C=NC(=CC2)N2CCOCC2 4-amino-5-(3-bromophenyl)-7-(6-morpholinopyridin-3-yl)pyrido[2,3-d]pyrimidine